FC=1C=C(C=CC1)NC(=O)NC1=CC(=CC=C1)C(=O)C=1C=C2N=C(C=NC2=CC1)N1CCCC1 1-(3-fluorophenyl)-3-(3-(3-(pyrrolidin-1-yl)quinoxaline-6-carbonyl)phenyl)urea